COCC1(CN(C1)C=1OC2=C(C=C(C=C2C(C1)=O)C)C(C)NC1=C(C(=O)O)C=CC=C1)C1=CC=CC=C1 2-[1-[2-[3-(Methoxymethyl)-3-phenyl-azetidin-1-yl]-6-methyl-4-oxo-chromen-8-yl]ethylamino]benzoic acid